6-guanidinohexane N(C(=N)N)CCCCCC